1-(1-(2-(2-butoxyethoxy)ethoxy)prop-1-en-2-yl)-3-(3-(2-(2-butoxyethoxy)ethoxy)prop-1-en-2-yl)benzene C(CCC)OCCOCCOC=C(C)C1=CC(=CC=C1)C(=C)COCCOCCOCCCC